2-amino-4-(2,4-dinitrophenyl)-3-cyano-7,7-dimethyl-5-oxo-tetrahydrobenzopyran NC1OC=2C(C(C1C#N)C1=C(C=C(C=C1)[N+](=O)[O-])[N+](=O)[O-])C(CC(C2)(C)C)=O